FC(C1CN(CC1)C(=O)OC(C)(C)C)F t-butyl 3-(difluoromethyl)pyrrolidin-1-carboxylate